3β-hydroxy-7-methylidene-5α-cholane O[C@@H]1C[C@@H]2CC([C@H]3[C@@H]4CC[C@H]([C@@H](CCC)C)[C@]4(CC[C@@H]3[C@]2(CC1)C)C)=C